2-[3-Fluoro-5,5-dioxido-9-(trifluoromethyl)-6H-dibenzo[c,e][1,2]thiazin-6-yl]-N-(tetrahydro-2H-pyran-4-yl)acetamide FC1=CC2=C(C3=C(N(S2(=O)=O)CC(=O)NC2CCOCC2)C=CC(=C3)C(F)(F)F)C=C1